2-(3,5-Dichlorophenyl)-4-phenylimidazole ClC=1C=C(C=C(C1)Cl)C=1NC=C(N1)C1=CC=CC=C1